ClC1=CC=C(C=2C(C3=C(C=CC(=C3C(C12)=O)O)O)=O)Cl 1,4-Dichloro-5,8-dihydroxy-9,10-anthracenedione